Methyl 4-[3-[2,6-dichloro-4-(5-methylpyrrolo[2,3-b]pyrazin-7-yl)benzoyl]-2,4-dihydro-1,3-benzoxazin-8-yl]-5-fluoro-2-(3-oxa-8-azabicyclo[3.2.1]octan-8-yl)benzoate ClC1=C(C(=O)N2COC3=C(C2)C=CC=C3C3=CC(=C(C(=O)OC)C=C3F)N3C2COCC3CC2)C(=CC(=C1)C1=CN(C2=NC=CN=C21)C)Cl